(3S)-6-[3-(3-chlorophenyl)-1,2,4-oxadiazol-5-yl]-2,2-dimethyl-3,4-dihydropyrano[2,3-b]pyridin-3-ol ClC=1C=C(C=CC1)C1=NOC(=N1)C=1C=C2C(=NC1)OC([C@H](C2)O)(C)C